C(C1=CC=CC=C1)NC1=NC(N(C2=CC(=CC=C12)Cl)C1=CC=CC=C1)=O 4-(benzylamino)-7-chloro-1-phenyl-quinazolin-2(1H)-one